picoline-2,3,5-triamine N1C(C(=CC(=C1)N)N)(C)N